FC1=CC=C(CN(C(C)=O)C2(CC2)C(F)(F)F)C=C1 N-(4-fluorobenzyl)-N-(1-(trifluoromethyl)cyclopropyl)acetamide